NC1=CC=C(C=C1)N/C(/NC(OC(C)(C)C)=O)=N/C(=O)OC(C)(C)C tert-butyl N-[(Z)-[(4-aminophenyl)amino]({[(tert-butoxy)carbonyl]imino})methyl]carbamate